(1S,4S)-tert-butyl-5-(4-((3-chloro-4-(((R)-tetrahydrofuran-3-yl)methoxy)phenyl)amino)pyrido[3,2-d]pyrimidin-6-yl)-2,5-diazabicyclo[2.2.1]heptane-2-carboxylate C(C)(C)(C)OC(=O)N1[C@@H]2CN([C@H](C1)C2)C=2C=CC=1N=CN=C(C1N2)NC2=CC(=C(C=C2)OC[C@H]2COCC2)Cl